N-((3R,4S)-4-((7-(2,6-dichloro-3,5-dimethoxyphenyl)-5-(3,3-difluoropyrrolidin-1-yl)-2,6-naphthyridin-3-yl)amino)tetra-hydrofuran-3-yl)acrylamide ClC1=C(C(=C(C=C1OC)OC)Cl)C1=NC(=C2C=C(N=CC2=C1)N[C@H]1[C@H](COC1)NC(C=C)=O)N1CC(CC1)(F)F